C1(CCC1)C1(CCC(CC1)=O)C#N 1-cyclobutyl-4-oxocyclohexane-1-carbonitrile